C1(CC1)C(=O)NC=1SC2=C(N1)C=CC=C2C2=CC(=CC1=C2NN=N1)C1=CC=C(O1)P(O)(O)=O [5-[7-[2-(cyclopropanecarbonylamino)-1,3-benzothiazol-7-yl]-1H-benzotriazol-5-yl]-2-furyl]phosphonic acid